[Na].ClC1=CC=C(C(=O)NC2=NC(N(S2)CC2=CC=C(C=C2)Cl)=O)C=C1 4-chloro-N-[2-[(4-chlorophenyl)methyl]-3-oxo-1,2,4-thiadiazolyl]benzamide sodium salt